6-chloro-7-(2-chloro-5-methoxy-phenyl)-4-((2S)-2-methyl-4-(2-propenoyl)-1-piperazinyl)-1-(2-(2-propanyl)phenyl)pyrido[2,3-d]pyrimidin-2(1H)-one ClC1=CC2=C(N(C(N=C2N2[C@H](CN(CC2)C(C=C)=O)C)=O)C2=C(C=CC=C2)C(C)C)N=C1C1=C(C=CC(=C1)OC)Cl